O1B(OC2=C1C=CC=C2)O benzo[d][1,3,2]dioxaborol-2-ol